Ethyl acetoacetate sodium salt [Na].C(CC(=O)C)(=O)OCC